(pentamethylcyclopentadienyl)(1,6,6-trimethyl-1,5,6,7-tetrahydro-s-indacenyl)hafnium CC1=C(C(=C(C1(C)[Hf]C1(C=CC2=CC=3CC(CC3C=C12)(C)C)C)C)C)C